ClC1=NC=C(C(=C1)C1=C(C=NC(=C1)C)C(=O)NC=1SC(=NN1)CCC1=CC=C(C=C1)C#N)OC 2'-chloro-N-(5-(4-cyanophenethyl)-1,3,4-thiadiazol-2-yl)-5'-methoxy-6-methyl-[4,4'-bipyridyl]-3-carboxamide